tert-butyl (S)-6-(2-(benzyloxy)ethoxy)-1,4-oxazepane-4-carboxylate C(C1=CC=CC=C1)OCCO[C@H]1CN(CCOC1)C(=O)OC(C)(C)C